N1=CC(=CC=C1)CN1[C@H]2CN([C@@H](C1)C2)CC2=CC=1N(C=C2)N=CC1N1C(NC(CC1)=O)=O 1-(5-(((1R,4R)-5-(pyridin-3-ylmethyl)-2,5-diazabicyclo[2.2.1]heptan-2-yl)methyl)pyrazolo[1,5-a]pyridin-3-yl)dihydropyrimidine-2,4(1H,3H)-dione